N-5,10-methylenetetrahydrofolate C1N2C=3C(NC(=NC3NCC2CN1C1=CC=C(C(N[C@@H](CCC(=O)[O-])C(=O)O)=O)C=C1)N)=O